BrC1=C(C=C(C=C1)C(=C)C)OC 1-bromo-2-methoxy-4-(prop-1-en-2-yl)benzene